[SH2+]C1OOOC=C1 Sulfaniotrioxine